COC1=C(C(=CC=C1)C1=NC=CC=N1)C=O (2-methoxy-6-(pyrimidin-2-yl)phenyl)methanone